C(C)(C)(C)OC(=O)N1CC(C1)CNC(=O)C=1SC2=C(N1)C=CC=C2.FC=2C=C(C=C(C2C(=O)O)F)C2=CC(=CC(=C2)C2=CC(=C(C(=C2)F)C(=O)O)F)C2=CC(=C(C(=C2)F)C(=O)O)F 1,3,5-tri(3,5-difluoro-4-carboxyl-phenyl)benzene tertbutyl-3-((benzo[d]thiazole-2-carboxamido)methyl)azetidine-1-carboxylate